(1H-imidazolylmethyl)-phenylacetic acid ethyl ester C(C)OC(C(C1=CC=CC=C1)CN1C=NC=C1)=O